4-bromo-1-((2-(trimethylsilyl)ethoxy)methyl)-1H-pyrazol-3-amine BrC=1C(=NN(C1)COCC[Si](C)(C)C)N